C(C)(C)(C)NS(=O)(=O)C1=CC(=CC=C1)NC1=NC(=NC=C1C)NC1=CC=C(C=C1)OCCN1CCN(CC1)CC1=CC(=CC=C1)N1C(NC(CC1)=O)=O N-(tert-butyl)-3-((2-((4-(2-(4-(3-(2,4-dioxotetrahydropyrimidin-1(2H)-yl)benzyl)piperazin-1-yl)ethoxy)phenyl)amino)-5-methylpyrimidin-4-yl)amino)benzenesulfonamide